C(C)NCCCC1=CC=C(C=C1)OC N-ethyl-3-(4'-methoxyphenyl)propylamine